COC1=C(OCC(=O)O)C=CC(=C1)\C=C\C(=O)C1=C(C=CC=C1)C 2-[2-Methoxy-4-[(E)-3-(2-methylphenyl)-3-oxoprop-1-enyl]phenoxy]acetic acid